(1s,20s)-16-hydroxy-8,19-dioxa-12-azatetracyclo[18.2.2.02,7.012,17]tetracosa-2(7),3,5-trien-11-one OC1CCCN2C(CCOC=3C=CC=CC3C3CCC(OCC12)CC3)=O